methyl 9-(2-methoxyphenyl)-3-methyl-16-thia-2,4,5,8-tetraazatetracyclo[8.6.0.02,6.011,15]hexadeca-1(10),3,5,8,11(15)-pentaene-13-carboxylate COC1=C(C=CC=C1)C1=NCC2=NN=C(N2C=2SC=3CC(CC3C12)C(=O)OC)C